BrC=1C=NC(=NC1)N(C(OC(C)(C)C)=O)CC#N tert-butyl (5-bromopyrimidin-2-yl)(cyanomethyl)carbamate